N1CCC(CC1)OC=1SC2=C(N1)OCC=1C=C(C=CC12)C=1C=NNC1 2-(piperidin-4-yloxy)-7-(1H-pyrazol-4-yl)-5H-isochromeno[3,4-d]thiazole